6-(1-Acetyl-3-(fluoromethyl)pyrrolidin-3-yl)-8-methoxy-2-methyl-4-(((R)-1-(2-Methyl-3-nitrophenyl)ethyl)amino)pyrido[4,3-d]pyrimidin-7(6H)-one C(C)(=O)N1CC(CC1)(CF)N1C=C2C(N=C(N=C2N[C@H](C)C2=C(C(=CC=C2)[N+](=O)[O-])C)C)=C(C1=O)OC